C(N)(OC(CN)(C)C)=O amino-tert-butyl carbamate